Tricyclo[7.2.1.02,6]dodecan C12C3CCCC3CCC(CC1)C2